(R)-2-((1-fluorocyclopropyl)methyl)-4-(5-methylthiazol-2-yl)-N-(1-(2-(trifluoromethyl)pyrimidin-5-yl)ethyl)-2H-indazole-6-carboxamide FC1(CC1)CN1N=C2C=C(C=C(C2=C1)C=1SC(=CN1)C)C(=O)N[C@H](C)C=1C=NC(=NC1)C(F)(F)F